(2R)-3-methyl-2-[3-[[3-(4-piperidyl)azetidin-1-yl]isoxazol-5-yl]butanoyl]-N-[(1S)-1-[4-(4-methylthiazol-5-yl)phenyl]ethyl]pyrrolidine-2-carboxamide CC1[C@](NCC1)(C(=O)N[C@@H](C)C1=CC=C(C=C1)C1=C(N=CS1)C)C(CC(C)C1=CC(=NO1)N1CC(C1)C1CCNCC1)=O